CS(=O)(=O)N1CCN(CC1)C1=CC(=NC=C1)NC=1SC2=NC(=CC=C2N1)C=1C=NC=NC1 N-(4-(4-(methylsulfonyl)piperazin-1-yl)pyridin-2-yl)-5-(pyrimidin-5-yl)thiazolo[5,4-b]pyridin-2-amine